C1(CC1)N1C(C=2C(CC1)=NNC2C2=CC=CC=C2)=O 5-cyclopropyl-3-phenyl-2,5,6,7-tetrahydro-4H-pyrazolo[4,3-c]pyridin-4-one